N-[3-[2-(difluoromethoxy)-5-[4-(methylcarbamoyl)phenoxy]phenyl]-1-methyl-pyrazol-4-yl]pyrazolo[1,5-a]pyrimidine-3-carboxamide FC(OC1=C(C=C(C=C1)OC1=CC=C(C=C1)C(NC)=O)C1=NN(C=C1NC(=O)C=1C=NN2C1N=CC=C2)C)F